C1(CCCC1)CC1=NC=C(C(=N1)OC1=CC=CC=C1)C(=O)N[C@@H](C)\C=C\S(=O)(=O)C (S,E)-2-(cyclopentylmethyl)-N-(4-(methylsulfonyl)but-3-en-2-yl)-4-phenoxypyrimidine-5-carboxamide